6-bromo-2,4-dichloro-7-methylpyrrolo[2,1-f][1,2,4]triazine BrC=1C=C2C(=NC(=NN2C1C)Cl)Cl